CC(CCCC1OCCN(C1)C1=C(N=C(S1)NS(=O)(=O)C1=CC(=NC=C1)F)C1=C(C=CC=C1C)C)(C)C N-(5-(2-(4,4-dimethylpentyl)morpholino)-4-(2,6-dimethylphenyl)thiazol-2-yl)-2-fluoropyridine-4-sulfonamide